C1(CC1)N1N=C(C2=C(C1=O)C(=C(C(N2C)=O)C)NC2=C(C=C(C=C2)I)F)C=2C=C(C=CC2)NC(=S)NC(OCC)=O ethyl N-[[3-[6-cyclopropyl-4-(2-fluoro-4-iodo-anilino)-1,3-dimethyl-2,5-dioxo-pyrido[2,3-d]pyridazin-8-yl]phenyl]carbamothioyl]carbamate